FC(S(=O)(=O)OC1=CC2=CC(=CC=C2C=C1)F)(F)F 7-fluoronaphthalen-2-yl trifluoromethanesulfonate